tert-Butyl 1-(trifluoromethyl)-5,6-dihydroimidazo[1,5-a]pyrazine-7(8H)-carboxylate FC(C=1N=CN2C1CN(CC2)C(=O)OC(C)(C)C)(F)F